C(C)(C)(C)OC(=O)N1C2C3=CC(=C(C=C3C1CC2)F)F 4,5-difluoro-11-azatricyclo[6.2.1.02,7]Undec-2,4,6-triene-11-carboxylic acid tert-butyl ester